N-((1s,4s)-4-(2-(3,5-dichlorophenylamino)-5-(1-methyl-1H-pyrazol-4-yl)pyrimidin-4-ylamino)cyclohexyl)-acetamide ClC=1C=C(C=C(C1)Cl)NC1=NC=C(C(=N1)NC1CCC(CC1)NC(C)=O)C=1C=NN(C1)C